methyl 5-(3,6-dihydro-2H-pyran-4-yl)furan-2-carboxylate O1CCC(=CC1)C1=CC=C(O1)C(=O)OC